C(C)(C)(C)C1N(CCN(C1)C=1C=NC(=CC1)NC1=NC=2C3=C(C=CC2C=N1)N=NN3C(C)C)C(=O)OC(C)C3=CCC=CCCC=CCCC3 1-(cyclododeca-1,4,8-triene-1-yl)ethan-1-ol Tert-butyl-4-(6-((1-isopropyl-1H-[1,2,3]triazolo[4,5-h]quinazolin-8-yl)amino)pyridin-3-yl)piperazine-1-carboxylate